3-(2-fluoro-5-formylphenoxy)propionic acid FC1=C(OCCC(=O)O)C=C(C=C1)C=O